COC=1C=C(C=CC1OC)C=1SC=C(N1)CN1CCN(CC1)C1=NC(=NC(=C1)C)C(C)C 2-(3,4-dimethoxyphenyl)-4-((4-(2-isopropyl-6-methylpyrimidin-4-yl)piperazin-1-yl)methyl)thiazole